1H-imidazo[4,5-d]pyridazine N1C=NC=2C1=CN=NC2